C(CCCCCCCCCCC)(=O)[O-].C(CCCCCCCCCCC)(=O)[O-].[Sr+2] strontium dilaurate